NC1=NC=NN2C1=C(C=C2C=2C(=C(C(=O)N[C@@H]1CN(C[C@@H]1F)C(CC(C(F)(F)F)C)=O)C(=CC2)F)F)C(F)(F)F 3-[4-amino-5-(trifluoromethyl)pyrrolo[2,1-f][1,2,4]triazin-7-yl]-2,6-difluoro-N-[(3R,4S)-4-fluoro-1-(4,4,4-trifluoro-3-methylbutanoyl)pyrrolidin-3-yl]benzamide